N-[(1R,3S)-3-{[6-chloro-2-(trifluoromethyl)quinolin-4-yl]amino}cyclohexyl]-1H-indole-3-carboxamide ClC=1C=C2C(=CC(=NC2=CC1)C(F)(F)F)N[C@@H]1C[C@@H](CCC1)NC(=O)C1=CNC2=CC=CC=C12